tert-butyl (3-(4-(2-(4-((3-(dimethylcarbamoyl)-1,2,4-oxadiazol-5-yl)methoxy)phenyl)propan-2-yl)phenoxy)propyl)carbamate CN(C(=O)C1=NOC(=N1)COC1=CC=C(C=C1)C(C)(C)C1=CC=C(OCCCNC(OC(C)(C)C)=O)C=C1)C